2'-((6-aminopyrimidin-4-yl)amino)spiro[cyclopentane-1,4'-thieno[2,3-c]pyrrol]-6'(5'H)-one NC1=CC(=NC=N1)NC1=CC2=C(C(NC23CCCC3)=O)S1